NCC(C)(C)N1N=C2N(C(N(CC2=C1)C1CCN(CC1)C1=C(C=CC=C1C)F)=O)CC1=C(C=CC=C1)C(F)(F)F 2-(2-amino-1,1-dimethyl-ethyl)-5-[1-(2-fluoro-6-methyl-phenyl)-piperidin-4-yl]-7-(2-trifluoromethyl-benzyl)-2,4,5,7-tetrahydro-pyrazolo[3,4-d]pyrimidin-6-one